C1OCC[C@@]12CN(CC2)C2=NC=1N(C=C2)N=CC1C(=O)[O-] 5-[(5S)-2-oxa-7-azaspiro[4.4]nonan-7-yl]pyrazolo[1,5-a]pyrimidine-3-carboxylate